(E)-N-(4-(3-chloro-4-((3-fluorobenzyl)oxy)phenyl)-5,6-dihydro-4H-pyrido[2,3,4-de]quinazolin-7-yl)-4-(dimethylamino)but-2-enamide ClC=1C=C(C=CC1OCC1=CC(=CC=C1)F)N1CCC=2C=3C1=NC=NC3C=CC2NC(\C=C\CN(C)C)=O